C1NCCC12CCN(CC2)C2=C(C(N(C1=CC=CC=C21)C)=O)C#N 4-(2,8-diazaspiro[4.5]decan-8-yl)-1-methyl-2-oxo-1,2-dihydroquinoline-3-carbonitrile